O=C1NC=CC2=C(C=CC=C12)N1N=CC(=C1C(F)(F)F)C(=O)Cl 1-(1-Oxo-1,2-dihydroisoquinolin-5-yl)-5-(trifluoromethyl)-1H-pyrazole-4-carbonyl chloride